5-PENTYL-2-PHENOXYPHENOL C(CCCC)C=1C=CC(=C(C1)O)OC1=CC=CC=C1